Triphenyl thiophosphate phosphorothioate P(O)(O)(O)=S.P(=S)(OC1=CC=CC=C1)(OC1=CC=CC=C1)OC1=CC=CC=C1